(S)-N-(1-(4-(4-fluorophenyl)-1H-imidazol-2-yl)-7-oxo-7-(thiazol-2-yl)heptyl)thiazole-5-carboxamide FC1=CC=C(C=C1)C=1N=C(NC1)[C@H](CCCCCC(C=1SC=CN1)=O)NC(=O)C1=CN=CS1